C(CC(C)C)OC(=O)C=1NC2=CC=CC=C2C1 1H-indole-2-carboxylic acid isoamyl ester